5-bromo-1-((2-(trimethylsilyl)ethoxy)methyl)-1H-pyrrole BrC1=CC=CN1COCC[Si](C)(C)C